C(CCCCCCCCCCCCCCCCC)(=O)OC1C(CC)O1 4-epoxybutyl stearate